((2,4,4-trimethylpentan-2-yl)amino)-6H-1,3-oxazin-6-one CC(C)(CC(C)(C)C)NC=1OC(C=CN1)=O